2'-chloro-5'-ethoxy-N-(5-methoxy-1,3,4-thiadiazol-2-yl)-6-methyl-(4,4'-bipyridine)-3-carboxamide ClC1=NC=C(C(=C1)C1=C(C=NC(=C1)C)C(=O)NC=1SC(=NN1)OC)OCC